o-bromo-p-cyanoaniline BrC1=C(N)C=CC(=C1)C#N